FC1(C[C@H]2C([C@H]2C1)NC(=O)C=1C=C(C2=C(C(CO2)(C2=CC=CC=C2)CC)C1)C(=O)NC)F (+/-)-N5-((1R,5S,6r)-3,3-difluorobicyclo[3.1.0]hexan-6-yl)-3-ethyl-N7-methyl-3-phenyl-2,3-dihydrobenzofuran-5,7-dicarboxamide